N-((trans)-4-(((R)-2-(5-fluoropyridin-3-yl)-2-hydroxyethyl)amino)-cyclohexyl)methanesulfonamide FC=1C=C(C=NC1)[C@H](CN[C@@H]1CC[C@H](CC1)NS(=O)(=O)C)O